CC1C=CC(=N1)NC1=CC=C(C=C1)N1CCOCC1 5-methyl-2-(4-morpholinophenylamino)-5H-pyrrol